CC([C@@H](C(=O)N1[C@@H](C[C@H](C1)O)C(=O)N[C@@H](C)C1=CC=C(C=C1)C=1N(N=CC1)C)NC(COCC1CCNCC1)=O)(C)C (2S,4R)-1-[(2S)-3,3-dimethyl-2-[[2-(4-piperidylmethoxy)acetyl]amino]butanoyl]-4-hydroxy-N-[(1S)-1-[4-(2-methylpyrazol-3-yl)phenyl]ethyl]pyrrolidine-2-carboxamide